NC1=C2C(=NC=N1)N(N=C2C2=CC=C(C=C2)OC2=CC=CC=C2)C2CCC(CC2)CN2[C@H]1CN([C@@H](C2)C1)C=1C=C2CN(CC2=CC1)C1C(NC(CC1)=O)=O 5-((1R,4R)-5-((4-(4-Amino-3-(4-phenoxyphenyl)-1H-pyrazolo[3,4-d]pyrimidin-1-yl)Cyclohexyl)methyl)-2,5-diazabicyclo[2.2.1]heptane-2-yl)-2-(2,6-dioxopiperidin-3-yl)isoindoline